CC1(CCNCC1)C(O)=NO 4-methylpiperidine-4-carboxylic acid oxime